((2R,3S,4S)-1-(1-(4-fluorophenyl)-1H-indazol-5-yl)-4-((3-methyl-1,2,4-oxadiazol-5-yl)methyl)-5-oxo-2-phenylpyrrolidin-3-yl)cyclopropanecarboxamide FC1=CC=C(C=C1)N1N=CC2=CC(=CC=C12)N1[C@H]([C@@H]([C@@H](C1=O)CC1=NC(=NO1)C)C1(CC1)C(=O)N)C1=CC=CC=C1